C(C1=CC=CC=C1)OC(=O)NCC1=C(SC(=C1)C)C1=CC=C(C(=N1)C)O[C@@H]1C[C@H](CCC1)C(=O)OC methyl (1S,3S)-3-((6-(3-((((benzyloxy)carbonyl)amino)methyl)-5-methylthiophen-2-yl)-2-methylpyridin-3-yl)oxy)cyclohexane-1-carboxylate